5-bromo-2-(3-(3-fluoro-4-((triisopropylsilyl)ethynyl)phenoxy)azetidin-1-yl)pyridine BrC=1C=CC(=NC1)N1CC(C1)OC1=CC(=C(C=C1)C#C[Si](C(C)C)(C(C)C)C(C)C)F